tert-butyl N-[2-fluoro-3-[2-[2-(2-hydroxy-1-methyl-ethoxy)ethoxy]ethoxy]propyl]-carbamate FC(CNC(OC(C)(C)C)=O)COCCOCCOC(CO)C